2-[(2-chloroacetyl)amino]pyridine-3-carboxamide DIMETHYL-THIOPHOSPHATE tert-butyl-6-(((trifluoromethyl)sulfonyl)oxy)-3,4-dihydro-2,7-naphthyridine-2(1H)-carboxylate C(C)(C)(C)OC(=O)N1CC2=CN=C(C=C2CC1)OS(=O)(=O)C(F)(F)F.COP(=S)(OC)O.ClCC(=O)NC1=NC=CC=C1C(=O)N